1-(4-methoxyphenyl)pyrazolo[3,4-b]pyridin-6-amine COC1=CC=C(C=C1)N1N=CC=2C1=NC(=CC2)N